C(=O)O.NC1CCN(CC1)C(CNC(C1=C(C=C(C=C1)NC=1C=2N(C=CN1)C(=CN2)C=2C(=NNC2)C(F)(F)F)CC)=O)=O N-[2-(4-amino-1-piperidyl)-2-oxo-ethyl]-2-ethyl-4-[[3-[3-(trifluoromethyl)-1H-pyrazol-4-yl]imidazo[1,2-a]pyrazin-8-yl]amino]benzamide formate